1-isopropyl-1H-pyrazol-4-ol C(C)(C)N1N=CC(=C1)O